FC(CNC(=O)C=1SC=CC1)(F)F N-(2,2,2-trifluoro-ethyl)thiophene-2-carboxamide